N-menthyl-alpha-bromophenylacetamide C1(CC(C(CC1)C(C)C)NC(C(Br)C1=CC=CC=C1)=O)C